3-p-methylphenyl-1,5-pentanediol CC1=CC=C(C=C1)C(CCO)CCO